N,N'-dimethyl-phenylenediamine CNC1=C(C=CC=C1)NC